C1(CCCC1)N(C1=CC=C(C=N1)C1=C2C=C(C(=CC2=CC2=C1C(OC2)=O)OC)OC)CC 9-(6-(cyclopentyl(ethyl)amino)pyridin-3-yl)-6,7-dimethoxynaphtho[2,3-c]furan-1(3H)-one